[Si](C)(C)(C(C)(C)C)C#CC1=CC(=C(C=N1)C1=C(C2=C(N=CN=C2C)N1C)C1=CC(=C(C=C1)OC1=NC=CC(=N1)C)F)OC 6-(6-((tert-butyldimethylsilyl)ethynyl)-4-methoxypyridin-3-yl)-5-(3-fluoro-4-((4-methylpyrimidin-2-yl)oxy)phenyl)-4,7-dimethyl-7H-pyrrolo[2,3-d]pyrimidine